C(C)(=O)NC1=CC=NN1C1=NN=C(S1)NC(=O)C1=CC(=C(C(O1)=O)OCCC(C)(C)O)C1=C(C=CC=C1OC)OC N-(5-(5-acetamido-1H-pyrazol-1-yl)-1,3,4-thiadiazol-2-yl)-4-(2,6-dimethoxyphenyl)-3-(3-hydroxy-3-methylbutoxy)-2-oxo-2H-pyran-6-carboxamide